ClC1=NC=C(C(=C1)N1C[C@H](CCC1)NC(OC(C)(C)C)=O)C=1C=NN(C1)C1CC1 tert-butyl (S)-(1-(2-chloro-5-(1-cyclopropyl-1H-pyrazol-4-yl)pyridin-4-yl)piperidin-3-yl)carbamate